8-(allyloxy)-2-amino-9-((2R,3R,4R,5R)-3,4-dihydroxy-5-(hydroxymethyl)tetrahydrofuran-2-yl)-1,9-dihydro-6H-purin-6-one C(C=C)OC=1N(C=2N=C(NC(C2N1)=O)N)[C@@H]1O[C@@H]([C@@H]([C@H]1O)O)CO